1H-pyrrol-1-amine N1(C=CC=C1)N